C(C1=CC=CC=C1)OC1=C2C(=C(N(C2=CC=C1C)C1=CC=C(C=C1)F)C1CCOCC1)C1=CC=C(C(=O)OC)C=C1 methyl 4-[4-benzyloxy-1-(4-fluorophenyl)-5-methyl-2-tetrahydropyran-4-yl-indol-3-yl]benzoate